O=C1NC(CCC1N1C(C2=CC(=C(C=C2C1=O)F)N1CCC2(CC(CC2)N2CCN(CC2)C2=CC=C(C=C2)[N+](=O)[O-])CC1)=O)=O 2-(2,6-dioxo-3-piperidyl)-5-fluoro-6-[3-[4-(4-nitrophenyl)piperazin-1-yl]-8-azaspiro[4.5]decan-8-yl]isoindoline-1,3-dione